[2H]C1C2(CC(CC(C1[2H])(N2C(=O)OC)C)=O)C methyl 6,7-dideuterio-1,5-dimethyl-3-oxo-8-azabicyclo[3.2.1]octane-8-carboxylate